Cyclobutane iodide [I-].C1CCC1